N-(1-allylcyclopentyl)-6-[5-[(1R)-1-benzyloxy-1-(trifluoromethyl)pent-4-enyl]-1,3,4-oxadiazol-2-yl]-5-nitro-3-(trifluoromethyl)pyridin-2-amine C(C=C)C1(CCCC1)NC1=NC(=C(C=C1C(F)(F)F)[N+](=O)[O-])C=1OC(=NN1)[C@](CCC=C)(C(F)(F)F)OCC1=CC=CC=C1